2-{5-[3-(3-Methylphenyl)-2,4,6-trioxo-1,3,5-triazin-1-yl]-2-phenoxyphenoxy}acetic acid CC=1C=C(C=CC1)N1C(N(C(NC1=O)=O)C=1C=CC(=C(OCC(=O)O)C1)OC1=CC=CC=C1)=O